OCCOC1=C(C=CC=C1)C1=NC=NC2=CC=CC=C12 4-(2-hydroxyethoxyphenyl)quinazoline